CC1=CC=C(\C=C\2/CN(C3=CC=CC=C3C2=O)S(=O)(=O)CC2=CC=CC=C2)C=C1 (E)-3-(4-methylbenzylidene)-1-toluenesulfonyl-2,3-dihydroquinolin-4(1H)-one